FC1=CC(=C(C=C1)N1CN(C(C2=CC=C(C=C12)C(F)(F)F)=O)C=1C=C(C(=O)O)C=CC1)C 3-(1-(4-fluoro-2-methylphenyl)-4-oxo-7-(trifluoromethyl)-1,4-dihydroquinazolin-3(2H)-yl)benzoic acid